((1R)-2-(benzofuran-3-yl)-1-(2-(cyclopropylmethyl)-3-((3-methoxybenzyl)amino)-3-oxopropanamido)ethyl)boronic acid O1C=C(C2=C1C=CC=C2)C[C@H](NC(C(C(=O)NCC2=CC(=CC=C2)OC)CC2CC2)=O)B(O)O